ClC1=CC(=C(C(=C1)C)C1=CC=C2C(=N1)N=C(O2)N[C@H]2CN(CCC2)CCC(=O)OC)O Methyl 3-[(3R)-3-[[5-(4-chloro-2-hydroxy-6-methyl-phenyl)oxazolo[4,5-b]pyridin-2-yl]amino]-1-piperidyl]propanoate